NC=1N=NC(=CC1N1CCO[C@H](C1)CC)C1=C(C=CC=C1)O (2R,6S)-4-(3-Amino-6-(2-hydroxyphenyl)pyridazin-4-yl)-6-ethylmorpholin